FC(N1C=C(C=2N=C(N=CC21)SCCC(=O)OCC(CCCC)CC)N2CC(C(C2)(F)F)(F)F)F 2-ethylhexyl 3-((5-(difluoromethyl)-7-(3,3,4,4-tetrafluoropyrrolidin-1-yl)-5H-pyrrolo[3,2-d]pyrimidin-2-yl)thio)propionate